(4-((3-chloro-4-fluorophenyl)amino)-3-cyano-7-ethoxyquinolin-6-yl)-4-(dimethylamino)but-2-enamide ClC=1C=C(C=CC1F)NC1=C(C=NC2=CC(=C(C=C12)C(C(=O)N)=CCN(C)C)OCC)C#N